C(C1=CC=CC=C1)OC1=CC(=C(C=C1)N1C(NC(C=C1)=O)=O)C 1-(4-(Benzyloxy)-2-methylphenyl)pyrimidine-2,4(1H,3H)-dione